(6S,8S)-N-(6-(2H-1,2,3-triazol-2-yl)-5-(trifluoromethyl)pyridin-3-yl)-2-fluoro-8-methyl-8-(1-methyl-1H-pyrazol-3-yl)-7,8-dihydro-6H-cyclopenta[e]pyrazolo[1,5-a]pyrimidine-6-carboxamide N=1N(N=CC1)C1=C(C=C(C=N1)NC(=O)[C@H]1C[C@@](C2=C1C=NC=1N2N=C(C1)F)(C1=NN(C=C1)C)C)C(F)(F)F